di-adamantyl-isopropyl-phosphine C12(CC3CC(CC(C1)C3)C2)P(C(C)C)C23CC1CC(CC(C2)C1)C3